CC(C(=O)N)(C)N1N=C(C=C1)N\C(\C)=C\1/C(NC2=CN=C(C=C21)C=2C=NC=CC2C)=O (Z)-2-Methyl-2-(3-((1-(5-(4-methylpyridin-3-yl)-2-oxo-1H-pyrrolo[2,3-c]pyridin-3(2H)-ylidene)ethyl)amino)-1H-pyrazol-1-yl)propanamide